8-((2-chloropyrimidin-5-yl)methyl)-3-(2,3-difluorophenyl)pyrido[2,3-d]pyrimidine-2,4(3H,8H)-dione ClC1=NC=C(C=N1)CN1C=CC=C2C1=NC(N(C2=O)C2=C(C(=CC=C2)F)F)=O